1,5,7-trimethyl-4-oxo-N-(3-(trifluoromethyl)bicyclo[1.1.1]pent-1-yl)-4,5-dihydro-1H-pyrrolo[3,2-c]pyridine-3-carboxamide CN1C=C(C=2C(N(C=C(C21)C)C)=O)C(=O)NC21CC(C2)(C1)C(F)(F)F